1-piperidinecarboxylic acid, 2,4-dichloro-5-(2-propynyloxy)phenyl ester N1(CCCCC1)C(=O)OC1=C(C=C(C(=C1)OCC#C)Cl)Cl